ClC1=C(C=CC(=C1)F)C1(CC1)/C(/NOC(=O)C1=NNC(=C1)C(F)F)=N/[H] (Z)-1-(2-chloro-4-fluorophenyl)-N-((5-(difluoromethyl)-1H-pyrazole-3-carbonyl)oxy)cyclopropane-1-carboximidamide